C(C(O)C)(=O)OCC[C@H](NC(CCC)=O)C(=O)O butyryl-homoserine lactate